C1=CC=CC=2C3=CC=CC=C3N(C12)C=1C=C(C=CC1)C1=NC(=CC=C1)C1=CC(=CC=C1)N1C2=CC=CC=C2C=2C=CC=CC12 2,6-bis(3-(9H-carbazol-9-yl)phenyl)pyridine